C(C)(C)(C)[Pd](C1=CC=C(C=C1)N(C)C)C(C)(C)C di-tert-butyl-(4-dimethylaminophenyl)palladium